(1R,5S,6S)-3-[(tert-butoxy)carbonyl]-3-azabicyclo[3.1.0]Hexane-6-carboxylic acid C(C)(C)(C)OC(=O)N1C[C@H]2C([C@H]2C1)C(=O)O